4,4'-diiodo-2,2-dimethylbiphenyl IC=1CC(C(=CC1)C1=CC=C(C=C1)I)(C)C